FC(C1=CC=C(CNC([C@@H]2N(CCC2)C(=O)[C@@H]2CN(CCC2)S(=O)(=O)N2C[C@H](CC2)C(F)(F)F)=O)C=C1)(F)F N-(4-(trifluoromethyl)benzyl)-1-(((3S)-1-(((3S)-3-(trifluoromethyl)-1-pyrrolidinyl)sulfonyl)-3-piperidinyl)carbonyl)-D-prolinamide